N-[3-[4-(difluoromethoxy)pyrimidin-2-yl]-4-methylphenyl]-3-methyl-6-azabicyclo[3.1.1]heptane-6-carboxamide FC(OC1=NC(=NC=C1)C=1C=C(C=CC1C)NC(=O)N1C2CC(CC1C2)C)F